tert-Butyl (3-(3-((diphenylmethylene)amino)phenyl)pentan-3-yl)carbamate C1(=CC=CC=C1)C(C1=CC=CC=C1)=NC=1C=C(C=CC1)C(CC)(CC)NC(OC(C)(C)C)=O